FC1=C(CNC=2OC=NN2)C=CC(=C1)F N-(2,4-difluorobenzyl)-1,3,4-oxadiazol-2-amine